BrC=1C=NN(C1C=1C=CC2=C(CCO2)C1)C([2H])([2H])[2H] 4-bromo-5-(2,3-dihydrobenzofuran-5-yl)-1-(methyl-d3)-1H-pyrazole